3-(7H-pyrrolo[2,3-d]pyrimidin-4-yl)-3,9-diazabicyclo[3.3.1]nonane-9-carboxylic acid tert-butyl ester C(C)(C)(C)OC(=O)N1C2CN(CC1CCC2)C=2C1=C(N=CN2)NC=C1